(S)-4-(5-(3-((2-((S)-3-carboxybutanoyl)-4,7-difluoro-6-methoxy-isoindolin-5-yl)oxy)propoxy)-6-methoxy-thieno[3,2-b]pyridin-2-yl)-2-methyl-4-oxobutanoic acid C(=O)(O)[C@H](CC(=O)N1CC2=C(C(=C(C(=C2C1)F)OCCCOC1=C(C=C2C(=N1)C=C(S2)C(C[C@@H](C(=O)O)C)=O)OC)OC)F)C